(E)-1-((1S,4S)-5-(4-((3-chloro-2-fluorophenyl)amino)pyrido[3,2-d]pyrimidin-6-yl)-2,5-diazabicyclo[2.2.1]heptan-2-yl)-4-(dimethylamino)but-2-en-1-one ClC=1C(=C(C=CC1)NC=1C2=C(N=CN1)C=CC(=N2)N2[C@@H]1CN([C@H](C2)C1)C(\C=C\CN(C)C)=O)F